(4-(3-chlorobenzoyl)piperazin-1-yl)-6,7-bis(2-methoxyxanthoxy)quinazoline ClC=1C=C(C(=O)N2CCN(CC2)C2=NC3=CC(=C(C=C3C=N2)OC2C3=CC=CC=C3OC=3C=CC(=CC23)OC)OC2C3=CC=CC=C3OC=3C=CC(=CC23)OC)C=CC1